O[C@@H](C)C=1N(C=CN1)[C@H](CO)\C=C\C1=CC=C(C=C1)C1=CC=C(C=C1)OC1CCN(CC1)CCO (S,E)-2-(2-((S)-1-hydroxyethyl)-1H-imidazol-1-yl)-4-(4'-((1-(2-hydroxyethyl)piperidin-4-yl)oxy)-[1,1'-biphenyl]-4-yl)but-3-en-1-ol